5-(2-(3,4,5-trimethylphenylamino)-5-methylpyrimidin-4-ylamino)-7-((dimethylamino)methyl)benzo[d]oxazol-2(3H)-one ditrifluoroacetate salt FC(C(=O)O)(F)F.FC(C(=O)O)(F)F.CC=1C=C(C=C(C1C)C)NC1=NC=C(C(=N1)NC=1C=C(C2=C(NC(O2)=O)C1)CN(C)C)C